(3aR,5aS,9aS,9bR)-dodecahydro-3a,6,6,9a-tetramethylnaphtho[2,1-b]furan C[C@]12OCC[C@@H]1[C@]1(CCCC([C@@H]1CC2)(C)C)C